2-methyl-5-bromobenzonitrile CC1=C(C#N)C=C(C=C1)Br